8-(3,5-dichlorophenyl)-N-(2,3-dihydro-1,4-benzoxazin-4-yl)-7-fluoro-4-morpholino-quinoline ClC=1C=C(C=C(C1)Cl)C=1C(=CC=C2C(=CCN(C12)N1CCOC2=C1C=CC=C2)N2CCOCC2)F